OC(CN(CCCC(=O)OCCN1CCN(CC1)CCSSCCCCN(CC(CCCCCCCCCC)O)CC(CCCCCCCCCC)O)CC(CCCCCC\C=C/C\C=C/CCCCC)O)CCCCCC\C=C/C\C=C/CCCCC 2-(4-(2-((4-(Bis(2-hydroxydodecyl)amino)butyl)disulfaneyl)ethyl)piperazin-1-yl)ethyl 4-(bis((9Z,12Z)-2-hydroxyoctadeca-9,12-dien-1-yl)amino)butanoate